F[C@@H]1[C@H]([C@@H]2CN([C@]1(C2)C)C)OC2=CC=C(N=N2)C2=C(C=C(C=C2)N2C=NC=C2)O 2-(6-(((1S,4S,5S,6S)-6-fluoro-1,2-dimethyl-2-azabicyclo[2.2.1]heptan-5-yl)oxy)pyridazin-3-yl)-5-(1H-imidazol-1-yl)phenol